(R)-N-methyl-5-(3-(2-methyl-5-((3-(trifluoromethyl)phenyl)carbamoyl)phenyl)pyrrolidin-1-yl)nicotinamide CNC(C1=CN=CC(=C1)N1C[C@H](CC1)C1=C(C=CC(=C1)C(NC1=CC(=CC=C1)C(F)(F)F)=O)C)=O